C1(=CC=CC=C1)[C@@H](C)N R-(+)-1-phenyl-ethylamine